N-(2-methoxyethyl)-N-methylpiperidin-4-amine COCCN(C1CCNCC1)C